3-epoxycyclohexyl 4-methyl-4-epoxycyclohexyl-carboxylate lithium [Li].CC1(CC2C(CC1)O2)C(=O)OC2C1C(CCC2)O1